ClC=1C=C(C=NC1Cl)CN1C(C2=CC=CC=C2C1=O)=O 2-[(5,6-dichloro-3-pyridyl)methyl]isoindoline-1,3-dione